C12OCCC2C1 2-oxabicyclo[3.1.0]hexane